ClC1=C(C(=C(CNC(C(C)C)=O)C=C1)F)C=1NC(C=C(N1)C1=NC=C(C=C1)F)=O N-{4-chloro-2-fluoro-3-[4-(5-fluoropyridin-2-yl)-6-oxo-1,6-dihydropyrimidin-2-yl]benzyl}isobutyramide